CC1(CCC=2C(=NNC2C1)C=1NC2=CC=C(C=C2C1)C(=O)N1CC2=CC=C(C=C2CC1)C1C(NC(CC1)=O)=O)C 3-(2-(2-(6,6-dimethyl-4,5,6,7-tetrahydro-1H-indazol-3-yl)-1H-indole-5-carbonyl)-1,2,3,4-tetrahydroisoquinolin-6-yl)piperidine-2,6-dione